C1(CC1)CN1C(C(=CC(=C1)CNCC(C)C)C(=O)NC1=C(C=CC(=C1)C1(CC(C1)C)C1=NN=CN1C)F)=O 1-(cyclopropylmethyl)-N-(2-fluoro-5-(3-methyl-1-(4-methyl-4H-1,2,4-triazol-3-yl)cyclobutyl)phenyl)-5-((isobutylamino)methyl)-2-oxo-1,2-dihydropyridine-3-carboxamide